3-(6-chloro-5-(2'-chloro-6'-hydroxy-4'-methoxy-[1,1'-biphenyl]-4-yl)-1H-indazol-3-yl)-propanoic acid ClC1=C(C=C2C(=NNC2=C1)CCC(=O)O)C1=CC=C(C=C1)C1=C(C=C(C=C1O)OC)Cl